(3R,4S)-7-tert-Butyl-3-(2,2-dimethylpropyl)-1,2,3,4-tetrahydroisoquinolin-4-ol C(C)(C)(C)C1=CC=C2[C@@H]([C@H](NCC2=C1)CC(C)(C)C)O